tert-butyl 2-bromo-6,7-dihydro-4H-[1,3]thiazolo[5,4-c]pyridine-5-carboxylate BrC=1SC=2CN(CCC2N1)C(=O)OC(C)(C)C